3-methylbutan-1,2-diol CC(C(CO)O)C